FC=1C(=CC=2C3=C(N=C(C2C1)OC)COCC3=O)F 8,9-difluoro-6-methoxy-2H-pyrano[3,4-c]isoquinolin-1(4H)-one